FC(CC)(F)C1=CC=C(C=N1)C1=C(C(=O)OC)C=C(C=C1)NC(=O)C1(CC1)C1=C(C=C(C=C1)OC(F)(F)F)F Methyl 2-[6-(1,1-difluoropropyl) pyridin-3-yl]-5-[({1-[2-fluoro-4-(trifluoromethoxy) phenyl]cyclopropyl}carbonyl) amino]benzoate